2-methoxycyclohexyl 4-(hexadecylamino)-4-oxobutanoate C(CCCCCCCCCCCCCCC)NC(CCC(=O)OC1C(CCCC1)OC)=O